sodium 1-methylcyclohexan-1-olate CC1(CCCCC1)[O-].[Na+]